Cl.CNC1[C@H]2CN(C[C@@H]1CC2)C(=O)OCC2=CC=CC=C2 benzyl (1R,5S,8S)-8-(methylamino)-3-azabicyclo[3.2.1]octane-3-carboxylate hydrochloride